3-((3-oxo-2,3-dihydro-1H-inden-5-yl)amino)-4-((pyridin-2-ylmethyl)amino)cyclobut-3-ene-1,2-dione O=C1CCC2=CC=C(C=C12)NC=1C(C(C1NCC1=NC=CC=C1)=O)=O